4,4'-biphenyl (xylyl)phosphate C1(=C(C(=CC=C1)C)C)OP(=O)(O)O.C1=CC=C(C=C1)C1=CC=CC=C1